NCC1=CC(=C(C#N)C=C1)F 4-(aminomethyl)-2-fluorobenzonitrile